4,5,6,7-tetrahydro[1,3]thiazolo[5,4-c]pyridine N1=CSC=2CNCCC21